ClC=1C=C2C(=NC(=NC2=C(C1C1=CC=CC2=C1N=C(S2)N)F)OC[C@]21CCCN1C[C@@H](C2)F)N2CCOCCC2 4-(6-chloro-8-fluoro-2-(((2R,7aS)-2-fluorotetra-hydro-1H-pyrrolizin-7a(5H)-yl)methoxy)-4-(1,4-oxazepan-4-yl)quinazolin-7-yl)benzo[d]thiazol-2-amine